C[C@H]1N(CCOC1)C=1C=C2C3=C(N(N=C3CCN(C2C)CC2COC2)C2=NNC=C2)N1 (3R)-3-methyl-4-(6-methyl-7-(oxetan-3-ylmethyl)-2-(1H-pyrazol-3-yl)-6,7,8,9-tetrahydro-2H-1,2,3,7-tetraazabenzo[cd]azulene-4-yl)morpholine